3-(N-phenylsulfamoyl)-N-(pyridin-4-yl)benzamide C1(=CC=CC=C1)NS(=O)(=O)C=1C=C(C(=O)NC2=CC=NC=C2)C=CC1